(5-bicyclo[2.2.1]heptyl-2-ethyl)triethoxysilane C12CCC(C(C1)C(C)[Si](OCC)(OCC)OCC)C2